C1=CC=CC=2C3=CC=CC=C3C(=CC12)C=1C=C(C=CC1C=1C(=NC(=CC1)C)C)C1=NC(=NC(=N1)C1=CC=CC=C1)C1=CC=CC=C1 2-[3-(phenanthren-9-yl)-4-(2,6-dimethylpyridin-3-yl)phenyl]-4,6-diphenyl-1,3,5-triazine